C(C)(=O)C1=CC=C(S1)C1CN(C1)C(=O)OC(C)(C)C tert-butyl 3-(5-acetylthiophen-2-yl)azetidine-1-carboxylate